p-nitrophenyl-N-acetylneuraminic acid CC(=O)N[C@@H]1[C@H](C(C(O[C@H]1[C@@H]([C@@H](CO)O)O)(C(=O)O)O)C2=CC=C(C=C2)[N+](=O)[O-])O